C(C1=CC=CC=C1)OC1=NC(=CC=C1N1C(NC=2C1=NC=C(C2)Br)=O)OCC2=CC=CC=C2 3-(2,6-bis(benzyloxy)pyridin-3-yl)-6-bromo-1,3-dihydro-2H-imidazo[4,5-b]pyridin-2-one